CN(C(C1=C(N=CC(=C1)C(F)(F)F)NC1=NC(=NS1)C=1C=C2C(=CN1)N(CC2(C)C)C)=O)C N,N-dimethyl-5-(trifluoromethyl)-2-(3-(1,3,3-trimethyl-2,3-dihydro-1H-pyrrolo[2,3-c]pyridin-5-yl)-1,2,4-thiadiazol-5-ylamino)nicotinamide